2-(4-(3-isopropyl-2-(1,4,5-trimethyl-6-oxo-1,6-dihydropyridazin-3-yl)-1H-indol-5-yl)piperidin-1-yl)-N-methylacetamide C(C)(C)C1=C(NC2=CC=C(C=C12)C1CCN(CC1)CC(=O)NC)C1=NN(C(C(=C1C)C)=O)C